BrCCCC(=O)NOC1OCCCC1 4-bromo-N-((tetrahydro-2H-pyran-2-yl)oxy)butanamide